C1(CC1)C1=CC(=CC(=N1)NC(C=1C(N(C=C(C1)CNCCOC)C1CC1)=O)=O)C1=C(C=C(C=C1)F)N1N=NC=C1C N-{6-cyclopropyl-4-[4-fluoro-2-(5-methyl-1H-1,2,3-triazol-1-yl)phenyl]-2-pyridyl}-1-cyclopropyl-5-[(2-methoxyethylamino)methyl]-2-oxo-1,2-dihydronicotinamide